CC1=C(C=2N(N=C1N1CCC(CC1)OC=1C=NC(=CC1)C)C(C=CN2)=O)C 8,9-dimethyl-7-(4-((6-methylpyridin-3-yl)oxy)piperidin-1-yl)-4H-pyrimido[1,2-b]pyridazin-4-one